3-(2-hydroxy-2-methylpropoxy)-5-(5-methyl-1,3-thiazol-2-yl)benzoic acid methyl ester COC(C1=CC(=CC(=C1)C=1SC(=CN1)C)OCC(C)(C)O)=O